perfluoro 3,6-dioxa-4-methyl-7-octenesulfonate CC(OCCS(=O)(=O)OF)COC=C